1-[4-[[5-[2-(3-chlorophenylamino)pyrimidin-5-yl]-3-pyridinyl]amino]-1-piperidinyl]prop-2-en-1-one ClC=1C=C(C=CC1)NC1=NC=C(C=N1)C=1C=C(C=NC1)NC1CCN(CC1)C(C=C)=O